tert-butyl 4-(2-(2-(trifluoromethyl)isonicotinoyl)hydrazine-1-carbonyl)piperidine-1-carboxylate FC(C=1C=C(C(=O)NNC(=O)C2CCN(CC2)C(=O)OC(C)(C)C)C=CN1)(F)F